CC=1OC(=CC1C(=O)NC1=NC(=NS1)CC(C)=NOC)C1=CC(=CC=C1)OC(F)F 2-Methyl-5-(3-(difluoromethoxy)phenyl)-N-(3-(2-(methoxyimino)propyl)-1,2,4-thiadiazole-5-yl)furan-3-carboxamide